mannaric acid calcium salt [Ca+2].O=C([C@@H](O)[C@@H](O)[C@H](O)[C@H](O)C(=O)[O-])[O-]